[N+](=O)([O-])C1=C(C=CC=C1)NC1COC=CC1 N-(2-nitrophenyl)dihydropyran-3-amine